FC=1C=C(COC=2C=C(C(=NC2)N2C[C@@H](CC2)O)F)C=CC1F (R)-1-(5-((3,4-difluorobenzyl)oxy)-3-fluoropyridin-2-yl)pyrrolidin-3-ol